3-Hydroxy-3-(2-oxo-1,2-dihydro-indol-3-ylidene)-propionic acid OC(CC(=O)O)=C1C(NC2=CC=CC=C12)=O